C(C)N(C(O)=O)SC1=CC(=CC=C1)Br Ethyl-[(3-bromophenyl)thio]carbamic acid